(3R)-N-[3-[2-(cyclopropylmethyl-amino)-7-oxo-8-[(3RS)-pyrrolidin-3-yl]pyrido[2,3-d]pyrimidin-6-yl]-2,4-difluorophenyl]-3-fluoropyrrolidine-1-sulfonamide hydrochloride Cl.C1(CC1)CNC=1N=CC2=C(N1)N(C(C(=C2)C=2C(=C(C=CC2F)NS(=O)(=O)N2C[C@@H](CC2)F)F)=O)[C@H]2CNCC2 |&1:35|